C[C@H]1[C@@H](C[C@H]([C@@H](O1)OCCCCCCC(=O)[O-])O)O The molecule is a hydroxy fatty acid ascaroside anion that is the conjugate base of oscr#1, obtained by deprotonation of the carboxy group; major species at pH 7.3. It is a conjugate base of an oscr#1.